ClC=1C=C(C=CC1)C(C)C 2-(3-chlorophenyl)propane